(2S)-2-amino-N-(5-(1-(5,5-difluoro-2-oxopiperidin-1-yl)-2-((2R,6S)-2,6-dimethylmorpholino)ethyl)thiazol-2-yl)-2-((1r,4S)-4-methylcyclohexyl)acetamide N[C@H](C(=O)NC=1SC(=CN1)C(CN1C[C@H](O[C@H](C1)C)C)N1C(CCC(C1)(F)F)=O)C1CCC(CC1)C